O1C(=CC=C1)CNC(=S)NN N-(furan-2-ylmethyl)hydrazinethiocarboxamide